5-Methyl-4-(4,4,5,5-tetramethyl-1,3,2-dioxaborolan-2-yl)benzo[b]phosphindole 5-oxide CP1(C2=C(C3=CC=CC(=C13)B1OC(C(O1)(C)C)(C)C)C=CC=C2)=O